ClC1=C(C(=CC=C1)F)NC(=O)C1=CC(=C(C=C1O[C@H](C(F)(F)F)C)NC(=O)N1CCC1)F (S)-N-(4-((2-chloro-6-fluorophenyl)carbamoyl)-2-fluoro-5-((1,1,1-trifluoropropan-2-yl)oxy)phenyl)azetidine-1-carboxamide